5-(5-amino-6-methylpyridin-2-yl)-N-(6-cyclopropoxypyrazin-2-yl)-3-methylisoxazol-4-amine NC=1C=CC(=NC1C)C1=C(C(=NO1)C)NC1=NC(=CN=C1)OC1CC1